COC(CN1C(CN(CC1)C(=O)OC(C)(C)C)=O)=O tert-butyl 4-(2-methoxy-2-oxo-ethyl)-3-oxo-piperazine-1-carboxylate